C(C=C)(=O)N1C[C@H](C[C@@H]1COC)N1N=C(C(=C1NC)C(=O)N)C#CC1=C2C=NN(C2=C(C=C1Cl)C1CC1)C1CC1 1-((3S,5R)-1-Acryloyl-5-(methoxymethyl)pyrrolidin-3-yl)-3-((5-chloro-1,7-dicyclopropyl-1H-indazol-4-yl)ethynyl)-5-(methylamino)-1H-pyrazole-4-carboxamide